(3S,4S)-3,4-dihydroxypyrrolidin O[C@H]1CNC[C@@H]1O